O=C1N(C(C2=CC=CC=C12)=O)C(C(=O)Cl)COC 2-(1,3-dioxoisoindolin-2-yl)-3-methoxypropanoyl chloride